C1=NC(=CC2=CC=CC=C12)NC(C[N+](C)(C)CC(=O)NC1=C(SC=C1C)C(=O)OC)=O 2-(isoquinolin-3-ylamino)-N-(2-((2-(methoxycarbonyl)-4-methylthiophen-3-yl)amino)-2-oxoethyl)-N,N-dimethyl-2-oxoethan-1-aminium